1,2,3,4-tetrahydroisoquinolin-5-yl (3S)-4-[N2-(2-benzyl-2-azaspiro[4.5]dec-8-yl)-N6-(methylsulfonyl)-D-lysyl]-3-[(thiophen-2-ylmethyl)carbamoyl]piperazine-1-carboxylate C(C1=CC=CC=C1)N1CC2(CC1)CCC(CC2)N[C@H](CCCCNS(=O)(=O)C)C(=O)N2[C@@H](CN(CC2)C(=O)OC2=C1CCNCC1=CC=C2)C(NCC=2SC=CC2)=O